2-isopropyl-1,2,4-triazole-3-carboxamide C(C)(C)N1N=CN=C1C(=O)N